FCOS(=O)(=O)C1=CC=C(C=C1)C 4-methyl-benzenesulfonic acid fluoromethyl ester